9-methyl-2,3-dihydro-1H-cyclopenta[B]quinoline CC1=C2C(=NC=3C=CC=CC13)CCC2